NC1=CC=CC(=N1)S(=O)(=O)NC(=O)C=1C(=NC(=C(C1)\C=C\C1=CC=C(C=C1)C(F)(F)F)C(C)(C)C)N1C(C[C@@H](C1)C)(C)C N-[(6-Amino-2-pyridyl)sulfonyl]-6-tert-butyl-5-[(E)-2-[4-(trifluoromethyl)phenyl]vinyl]-2-[(4S)-2,2,4-trimethylpyrrolidin-1-yl]pyridin-3-carboxamid